NC=1C=CC(=C2CN(C(C12)=O)CC1(OC1)C(=O)N)C=1C=C2C(=NNC2=CC1)C=1C=NN(C1)C 2-({7-amino-4-[3-(1-methyl-1H-pyrazol-4-yl)-1H-indazol-5-yl]-1-oxo-2,3-dihydro-1H-isoindol-2-yl}methyl)oxirane-2-carboxamide